3-(14-(propylamino)-14-oxotetradecanamido)propanoic acid C(CC)NC(CCCCCCCCCCCCC(=O)NCCC(=O)O)=O